2,2-bis(3',4'-dicarboxyphenyl)hexafluoropropane C(=O)(O)C=1C=C(C=CC1C(=O)O)C(C(F)(F)F)(C(F)(F)F)C1=CC(=C(C=C1)C(=O)O)C(=O)O